COC=1C=C(C=NC1OC)C1=NC(=NC=C1)N1CCNCC1 4-(5,6-dimethoxy-pyridin-3-yl)-2-piperazin-1-yl-pyrimidine